methyl 5-(4-((1r,5s)-3-azabicyclo[3.1.0]hex-1-yl) phenyl)-2-aminonicotinate hydrochloride Cl.[C@]12(CNC[C@H]2C1)C1=CC=C(C=C1)C=1C=NC(=C(C(=O)OC)C1)N